CC(C)(C)[S@](=O)NC(CCCC1=CC=CC=C1)C1=NC=CC=C1 (S)-2-methyl-N-(4-phenyl-1-(pyridin-2-yl)butyl)propane-2-sulfinamide